O1CCN(CC1)C1=NC(=C(C(=N1)C1=CC(=CC=C1)N1N=CC=C1)C(=O)O)NC1=CC=NC=C1 2-morpholino-4-(3-pyrazol-1-ylphenyl)-6-(4-pyridylamino)pyrimidine-5-carboxylic acid